COCCS(=O)C1=C(C2=C(N=C(N=C2C2=CC=CC=C2)C2=CC=3C(N=C2)=NN(C3)C)S1)N 6-((2-methoxyethyl)sulfinyl)-2-(2-methyl-2H-pyrazolo[3,4-b]pyridin-5-yl)-4-phenylthieno[2,3-d]pyrimidin-5-amine